6-(4-chlorophenoxy)pyridin ClC1=CC=C(OC2=CC=CC=N2)C=C1